(S)-4-(dimethylamino)-N-(1,2,3,4-tetrahydronaphthalen-1-yl)-1H-pyrrolo[2,3-b]pyridine-5-carboxamide CN(C1=C2C(=NC=C1C(=O)N[C@H]1CCCC3=CC=CC=C13)NC=C2)C